ClC1=CC=C(C=C1)C=1C=C(C=CC1)[C@H]1SCC[C@H](NC1=O)CNC(=O)C=1SC=CN1 N-[[(2R,5S)-2-[3-(4-chlorophenyl)phenyl]-3-oxo-1,4-thiazepan-5-yl]methyl]thiazole-2-carboxamide